5-bromo-3-(2-(3-(3-chlorophenyl)-4-oxothiazolidin-2-ylidene)hydrazono)-1H-indol-2-one BrC=1C=C2C(C(NC2=CC1)=O)=NN=C1SCC(N1C1=CC(=CC=C1)Cl)=O